ethyl acetate monofluoroacetate FCC(=O)O.C(C)(=O)OCC